ClC=1C=C(C=CC1F)C(C=[N+]=[N-])=O 1-(3-chloro-4-fluorophenyl)-2-diazoethan-1-one